4-chloro-N-(5-((4-fluorophenyl)ethynyl)-3-methylpyridin-2-yl)-1-(1-propionylpiperidin-4-yl)-1H-pyrazole-5-carboxamide ClC=1C=NN(C1C(=O)NC1=NC=C(C=C1C)C#CC1=CC=C(C=C1)F)C1CCN(CC1)C(CC)=O